CC1=CC=C(C=C1)CC(C#CC1=CC=CC=C1)=O 1-(4-methylphenyl)-4-phenyl-3-butyn-2-one